The molecule is a monocarboxylic acid that is perfluorinated butyric acid. It has a role as a chromatographic reagent, a xenobiotic and an environmental contaminant. It derives from a butyric acid. C(=O)(C(C(C(F)(F)F)(F)F)(F)F)O